FC1=C(CC2=NC3=C(N2C[C@H]2OCC2)C=C(C=C3)C(=O)O)C=C(C(=C1)C1=NC(=CC=C1)OCC=1SC(=CC1F)C#CC=1C=NN(C1)C)F (S)-2-(2,5-difluoro-4-(6-((3-fluoro-5-((1-methyl-1H-pyrazol-4-yl)ethynyl)thiophen-2-yl)methoxy)pyridin-2-yl)benzyl)-1-(oxetan-2-ylmethyl)-1H-benzo[d]imidazole-6-carboxylic acid